N-(3-(3'-chloro-6-methoxy-5-((((5-oxopyrrolidin-2-yl)methyl)amino)methyl)-[2,4'-bipyridin]-2'-yl)-2-methylphenyl)-5-((3-hydroxypyrrolidin-1-yl)methyl)-4-methoxypicolinamide ClC=1C(=NC=CC1C1=NC(=C(C=C1)CNCC1NC(CC1)=O)OC)C=1C(=C(C=CC1)NC(C1=NC=C(C(=C1)OC)CN1CC(CC1)O)=O)C